ClC=1C(=C2C=NNC2=C(C1F)NC(CO)(CO)C)C=1N=CC=2N(C1)C=C(N2)NC(=O)C2C(C2)F N-(6-(5-chloro-7-((1,3-dihydroxy-2-methylpropan-2-yl)amino)-6-fluoro-1H-indazol-4-yl)imidazo[1,2-a]pyrazin-2-yl)-2-fluorocyclopropane-1-carboxamide